3-methyl-1,2-oxazole-5-carboxylic acid CC1=NOC(=C1)C(=O)O